C(C1=CC=CC=C1)OCC1(CC1)N1CC(N(CC1)C)(C)C 4-(1-((benzyloxy)methyl)cyclopropyl)-1,2,2-trimethylpiperazine